1-(3-chloro-5'-fluoro-2'-hydroxy-3'-(2-(8-methyl-3,8-diazabicyclo[3.2.1]oct-3-yl)pyridin-4-yl)-[1,1'-biphenyl]-4-yl)-3-methyl-1H-imidazol-2(3H)-one ClC=1C=C(C=CC1N1C(N(C=C1)C)=O)C1=C(C(=CC(=C1)F)C1=CC(=NC=C1)N1CC2CCC(C1)N2C)O